C(C1=CC=CC=C1)OC(CC=1C(=NON1)C(=O)N[C@H](C(=O)NC1=NC(=C(C=C1)C=1C(=NNC1C)C)F)C(C1CC1)C1CC1)C 4-(2-benzyloxypropyl)-N-[(1S)-1-(dicyclopropylmethyl)-2-[[5-(3,5-dimethyl-1H-pyrazol-4-yl)-6-fluoro-2-pyridyl]amino]-2-oxo-ethyl]-1,2,5-oxadiazole-3-carboxamide